C(C1=CC=CC=C1)C=1C(=NC=C(N1)C1=CC(=CC(=C1)[N+](=O)[O-])F)N\C(\C(=O)O)=C/C=1OC=CC1 (Z)-2-((3-benzyl-5-(3-fluoro-5-nitrophenyl)pyrazin-2-yl)amino)-3-(furan-2-yl)acrylic acid